bis(tert-Butyl)Hydroxytoluene lutetium [Lu].C(C)(C)(C)C(C1=CC=CC=C1)(O)C(C)(C)C